(E)-hept-2-enoic acid tert-butyl ester C(C)(C)(C)OC(\C=C\CCCC)=O